C[C@@H](CC)NC(O[C@H]1C[C@H](CC1)C1=CC(=NN1)NC(CC1=C(C=CC=C1)S(=O)(=O)C)=O)=O (1R,3S)-3-[3-({[2-(methylsulfonyl)phenyl]acetyl}amino)-1H-pyrazol-5-yl]cyclopentyl (2S)-butan-2-ylcarbamate